O=C1C(=CN=C(N1CC(=O)O)C1=CC=CC=C1)NCC=1SC(=CC1)C1=CC=CC=C1 2-(6-oxo-2-phenyl-5-(((5-phenylthiophen-2-yl)methyl)amino)pyrimidin-1(6H)-yl)acetic acid